(βS)-β-chloro-N-methyl-N-(phenylmethyl)-6-(trifluoromethyl)-3-pyridinylethylamine Cl[C@H](CN(CC1=CC=CC=C1)C)C=1C=NC(=CC1)C(F)(F)F